FC(C1=NC(=NO1)C=1C=C2CC[C@H](C2=CC1)NC(C1=CC(=NC=C1)C)=O)F (R)-N-(5-(5-(difluoromethyl)-1,2,4-oxadiazol-3-yl)-2,3-dihydro-1H-inden-1-yl)-2-methylisonicotinamide